[N+](=O)([O-])C1=CC=C(C=C1)N1CCN(CC1)C1CC2(C1)CCNCC2 2-[4-(4-nitrophenyl)piperazin-1-yl]-7-azaspiro[3.5]nonane